CNC1=C(C=CC(=C1)C(=O)O)C(=O)O 2-(methylamino)benzene-1,4-dicarboxylic acid